O1C(CCCC1)C1=CC=2C(=NC=CC2C=2C=C3C(=NNC3=CC2)N)N1 5-(2-(Tetrahydro-2H-pyran-2-yl)-1H-pyrrolo[2,3-b]pyridin-4-yl)-1H-indazol-3-amine